BrC1=CC=C(C=N1)N1N=C(C=2CN(CCC21)C(=O)OC(C)(C)C)C(=O)OCC 5-(tert-butyl) 3-ethyl 1-(6-bromopyridin-3-yl)-1,4,6,7-tetrahydro-5H-pyrazolo[4,3-c]pyridine-3,5-dicarboxylate